isostearyl Isostearate (Isostearyl Isostearate) C(CCCCCCCCCCCCCCC(C)C)C(C(=O)O)CCCCCCCCCCCCCC(C)C.C(CCCCCCCCCCCCCCC(C)C)(=O)OCCCCCCCCCCCCCCCC(C)C